3-fluoro-5-(1-((1-fluorocyclopentyl)methyl)-1H-pyrazol-4-yl)-6-(2-(trifluoromethyl)imidazo[1,2-a]pyridin-7-yl)picolinonitrile FC=1C(=NC(=C(C1)C=1C=NN(C1)CC1(CCCC1)F)C1=CC=2N(C=C1)C=C(N2)C(F)(F)F)C#N